4-(((8-fluoro-7-(8-fluoronaphthalen-1-yl)-2-((hexahydro-1H-pyrrolizin-7a-yl)methoxy)pyrido[4,3-d]pyrimidin-4-yl)amino)methyl)-1H-pyrazol-3(2H)-one FC1=C(N=CC2=C1N=C(N=C2NCC=2C(NNC2)=O)OCC21CCCN1CCC2)C2=CC=CC1=CC=CC(=C21)F